C(C)OP(O)(=O)CP(O)(O)=O.C(P(O)(O)=O)P(OC)(O)=O methyl methylenebisphosphonate ethyl-methylenebisphosphonate